(S)-(5-cyclopropyl-1,3,4-oxadiazol-2-yl)(4-(pyrazolo[1,5-a]pyridin-2-yl)-6,7-dihydro-1H-imidazo[4,5-c]pyridin-5(4H)-yl)methanone C1(CC1)C1=NN=C(O1)C(=O)N1[C@@H](C2=C(CC1)NC=N2)C2=NN1C(C=CC=C1)=C2